N-(2-bromophenyl)-2-chloropyrimidine-5-carboxamide BrC1=C(C=CC=C1)NC(=O)C=1C=NC(=NC1)Cl